N-{4-[2-(2-chloro-6-fluorophenyl)acetylamino]pyridin-2-yl}-N-[3-chloro-4-(methylsulfonyl)phenyl]acetamide ClC1=C(C(=CC=C1)F)CC(=O)NC1=CC(=NC=C1)N(C(C)=O)C1=CC(=C(C=C1)S(=O)(=O)C)Cl